Methyl (S)-2-((4-(6-((2-Fluoro-4-((methoxyimino)methyl)benzyl)oxy)pyridin-2-yl)piperidin-1-yl)methyl)-4-methoxy-1-(oxetan-2-ylmethyl)-1H-benzo[d]imidazole-6-carboxylate FC1=C(COC2=CC=CC(=N2)C2CCN(CC2)CC2=NC3=C(N2C[C@H]2OCC2)C=C(C=C3OC)C(=O)OC)C=CC(=C1)C=NOC